CS(=O)C1=NC=C(C=N1)C(=O)N 2-(methylsulfinyl)pyrimidine-5-carboxamide